C(#N)C=1C=NN(C1)C 4-cyano-1-methyl-1H-pyrazol